C1(=CC=CC=C1)[C@@H](C)C1(N(CCC1)C(=O)N)C(=O)NCC=1C=NC=CC1 ((R)-1-Phenylethyl)-N2-(pyridin-3-ylmethyl)pyrrolidine-1,2-dicarboxamide